Cl.Cl.C1NCCCC12CCN(CC2)C2=CC=C(C=N2)C=2C=1N(C=C(C2)C=2C=NN(C2)C)N=CC1C#N 4-(6-(2,9-diazaspiro[5.5]undecan-9-yl)pyridin-3-yl)-6-(1-methyl-1H-pyrazol-4-yl)pyrazolo[1,5-a]pyridine-3-carbonitrile dihydrochloride